propyl (S)-2-((S)-4-benzyl-2-oxooxazolidine-3-carbonyl)-6-(4-chloropyridin-2-yl)-6,6-dimethoxyhexanoate C(C1=CC=CC=C1)[C@@H]1N(C(OC1)=O)C(=O)[C@@H](C(=O)OCCC)CCCC(OC)(OC)C1=NC=CC(=C1)Cl